C(CC)[NH+]1CCCC1 1-propylpyrrolidinium